CC(C)(C)ONC(=O)C1=CNC(C=C1)=O N-[(2-methylpropan-2-yl)oxy]-6-oxopyridine-3-carboxamide